N[C@@H]1C[C@](CC1)(C(=O)OC)COCCCC1=CC(=CC=C1)OCC1=CC=CC=C1 methyl (1S,3S)-3-amino-1-((3-(3-(benzyloxy)phenyl)propoxy)methyl)cyclopentane-1-carboxylate